O=C1NCC(C1=C)C1=CC=CC=C1 (E)-(2-oxo-4-phenylpyrrolidine-3-ylidene)methane